N-(2-(1-(5-(6-ethoxypyrazin-2-yl)thiazol-2-carbonyl)piperazin-2-yl)pyridin-4-yl)cyclopropanesulfonamide C(C)OC1=CN=CC(=N1)C1=CN=C(S1)C(=O)N1C(CNCC1)C1=NC=CC(=C1)NS(=O)(=O)C1CC1